tris(dimethylamino)methyltin (IV) CN(C)C(N(C)C)(N(C)C)[Sn+3]